BrCCCCCCOC(CCC(OCC1=CC=C(C=C1)CCCC)OCC1=CC=C(C=C1)CCCC)=O 4,4-bis((4-butylbenzyl)oxy)butanoic acid 6-bromohexyl ester